6-bromo-4-((cyclopropylmethyl)-(methyl)amino)-1-phenyl-7-(trifluoromethyl)-quinazolin-2(1H)-one BrC=1C=C2C(=NC(N(C2=CC1C(F)(F)F)C1=CC=CC=C1)=O)N(C)CC1CC1